FC=1C=C(C=C(C1)F)CC(=O)NN1C(=NC2=CC=CC(=C2C1=O)F)N(C)CC 2-(3,5-Difluoro-phenyl)-N-[2-(ethyl-methyl-amino)-5-fluoro-4-oxo-4H-quinazolin-3-yl]-acetamide